tert-Butyl 4-(4-hydroxybut-1-yn-1-yl)-4-(pyrrolidin-1-yl)piperidine-1-carboxylate OCCC#CC1(CCN(CC1)C(=O)OC(C)(C)C)N1CCCC1